12-ethyl-8-(pyridin-4-ylmethyl)-4-oxa-8,12-diazadispiro[2.1.5.3]tridecan-13-one C(C)N1CC2(OC3(CC3)C1=O)CCN(CC2)CC2=CC=NC=C2